The molecule is zwitterionic form of carnosine. It is a conjugate acid of a carnosinate. It is a tautomer of a carnosine. C1=C(NC=N1)C[C@@H](C(=O)[O-])NC(=O)CC[NH3+]